tert-butyl (R)-2-((6-cyclopropylpyridazin-3-yl)carbamoyl)piperidine-1-carboxylate C1(CC1)C1=CC=C(N=N1)NC(=O)[C@@H]1N(CCCC1)C(=O)OC(C)(C)C